ClC1=CC=C2C(NC(=NC2=C1Cl)N1CCCCC1)=O 7,8-dichloro-2-(piperidin-1-yl)quinazoline-4(3H)-One